tris(dimethylamino)arsine CN(C)[As](N(C)C)N(C)C